C(C)(C)(C)OC(=O)N1[C@@H](CCC1)C1=C2CN(CC2=CC(=C1)Cl)C([C@](C(F)(F)F)(C)O)=O (S)-2-(6-chloro-2-((S)-3,3,3-trifluoro-2-hydroxy-2-methylpropionyl)isoindoline-4-yl)pyrrolidine-1-carboxylic acid tert-butyl ester